C(C1=CC=CC=C1)OC([C@](NC(=O)OC(C)(C)C)(CC1=CC(=C(C=C1)OC)I)C)=O (R)-N-Boc-3-iodo-O-methyl-α-methyltyrosine benzyl ester